hydroxymethanesulfonic acid tin [Sn].OCS(=O)(=O)O